C1(=CC=C(C=C1)N(C1=CC=C(C=C1)C)C1=CC=C(C=C1)C1(CCCCC1)C1=CC=C(C=C1)N(C1=CC=C(C=C1)C)C1=CC=C(C=C1)C)C bis-[4-(N,N-di-p-tolyl-amino)phenyl]cyclohexane